C(C)(C)OCC(C)OC(C)C propylene glycol di-iso-propyl ether